2-amino-1-(3-(2-(benzyloxy)phenoxy)pyridin-2-yl)ethan-1-ol NCC(O)C1=NC=CC=C1OC1=C(C=CC=C1)OCC1=CC=CC=C1